Cl.CC1=NC(=CC(=C1)C=1NC2=CC=C(C=C2C1C(C)C)C1CCNCC1)C 2-(2,6-dimethylpyridin-4-yl)-3-isopropyl-5-(piperidin-4-yl)-1H-indole hydrochloride